FC(N1CN(C=C1)C)F 1-(difluoromethyl)-3-methylimidazol